8-propyloxymethoxy-1,3,5-trimethyloctylmagnesium bromide C(CC)OCOCCCC(CC(CC(C)[Mg]Br)C)C